(R)-5-(7,8-dimethyl-[1,2,4]triazolo[1,5-a]pyridin-6-yl)-2-(2,4-dimethylpiperazin-1-yl)-6-isopropyl-4H-pyrrolo[3,2-d]thiazole CC1=C(C=2N(C=C1C1=C(C=3N=C(SC3N1)N1[C@@H](CN(CC1)C)C)C(C)C)N=CN2)C